BrC=1C=C(C=CC1)[C@@H](CCO)NC(=O)C1=CC=2C(=NC=3CC[C@@H](CC3C2)C(C)(C)C)S1 (S)-N-((R)-1-(3-bromophenyl)-3-hydroxypropyl)-6-(tert-butyl)-5,6,7,8-tetrahydrothieno[2,3-b]quinoline-2-carboxamide